ethoxydi(4-chlorophenyl)phosphine C(C)OP(C1=CC=C(C=C1)Cl)C1=CC=C(C=C1)Cl